2-(2-chloroethyl)-1H-benzimidazole hydrochloride Cl.ClCCC1=NC2=C(N1)C=CC=C2